2-(9H-fluoren-9-ylmethoxycarbonylamino)-2-methylpropanoic acid C1=CC=CC=2C3=CC=CC=C3C(C12)COC(=O)NC(C(=O)O)(C)C